3'-methoxy-[2,4'-bipyridine]-2'-amine COC=1C(=NC=CC1C1=NC=CC=C1)N